6-(3-aminopropoxy)-2-methyl-N-(3-(2-(methylamino)ethoxy)benzyl)imidazo[1,2-a]pyridin-8-amine NCCCOC=1C=C(C=2N(C1)C=C(N2)C)NCC2=CC(=CC=C2)OCCNC